3-Aminosulfolane hydrochloride Cl.NC1CS(=O)(=O)CC1